N-Methyl-6-(2-methyl-2H-indazol-5-yl)-N-(2-methylpiperidin-4-yl)-1,3-benzothiazol-2-amin-Hydrochlorid Cl.CN(C=1SC2=C(N1)C=CC(=C2)C2=CC1=CN(N=C1C=C2)C)C2CC(NCC2)C